6-(1-(4-aminophenyl)-3-nitro-1H-pyrazol-4-yl)-3,4-dihydroisoquinolin-1(2H)-one NC1=CC=C(C=C1)N1N=C(C(=C1)C=1C=C2CCNC(C2=CC1)=O)[N+](=O)[O-]